N[C@@H]1CN(CC[C@H]1F)C1=NC2=C(N1CC1=CC=C(C=N1)C#N)C=C(C(=C2)Cl)OC(F)(F)F 6-((2-((3R,4R)-3-Amino-4-fluoro-1-piperidinyl)-5-chloro-6-(trifluoromethoxy)-1H-benzimidazol-1-yl)methyl)-3-pyridincarbonitril